FC=1C=C(C=C(C1)F)C[C@@H](C(=O)O)NC(=O)OCC1C2=CC=CC=C2C=2C=CC=CC12 (2S)-3-(3,5-difluorophenyl)-2-(9H-fluoren-9-ylmethoxycarbonylamino)propanoic acid